CC1=C(C=CC(=C1)N)NC(C1=CC(=CC=C1)Cl)=O N-(2-methyl-4-aminophenyl)-3-chlorobenzamide